3-fluoro-5-(4-formylphenyl)pyridine-2-carbonitrile FC=1C(=NC=C(C1)C1=CC=C(C=C1)C=O)C#N